BrC1=C(C=C(OC2CC3(C2)CCN(CC3)C(=O)OC(C)(C)C)C=C1)C(F)(F)F tert-butyl 2-[4-bromo-3-(trifluoromethyl)phenoxy]-7-azaspiro[3.5]nonane-7-carboxylate